BrCC1=C(C=CC(=C1)OC(F)(F)F)F 2-(bromomethyl)-1-fluoro-4-(trifluoromethoxy)benzene